(R)-7-chloro-3-(difluoromethyl)-1-((tetrahydrofuran-3-yl)oxy)-2,6-naphthyridine ClC1=NC=C2C=C(N=C(C2=C1)O[C@H]1COCC1)C(F)F